CN1CC=C([C@@]12COCC2)C2=CC=1C(=NC=CC1NC=1C=CC3=C(N=CS3)C1)S2 (S)-N-(2-(1-methyl-7-oxa-1-azaspiro[4.4]non-3-en-4-yl)thieno[2,3-b]pyridin-4-yl)benzo[d]thiazol-5-amine